CC=1C(=NN2C1CN(CC2)C(=O)[O-])C dimethyl-6,7-dihydropyrazolo[1,5-a]pyrazine-5(4H)-carboxylate